C(C)(C)NOC1=C(C#N)C=C(C=C1C(F)(F)F)C(F)(F)F 2-(isopropylamino)oxy-3,5-bis(trifluoromethyl)benzonitrile